4-(methylamino)-1H-imidazole-5-carboxamide CNC=1N=CNC1C(=O)N